3-O-β-D-galactopyranosyl-glycerol [C@@H]1([C@H](O)[C@@H](O)[C@@H](O)[C@H](O1)CO)OCC(CO)O